C(C1=CC=CC=C1)C1=NC(=NN1)C(=O)N[C@@H]1CCC2=C(N(C1=O)C)C=C(C=C2)C#CC2=NC=CC=C2 |r| (±)-5-benzyl-N-(1-methyl-2-oxo-8-(pyridin-2-ylethynyl)-2,3,4,5-tetrahydro-1H-benzo[b]azepin-3-yl)-1H-1,2,4-triazole-3-carboxamide